C(#N)C=1C=C(C=CC1OC)B(O)O (3-cyano-4-methoxy-phenyl)boronic acid